2-(2-isopropylphenyl)-9-(4-(2-methyl-5-oxo-2,5-dihydro-1H-pyrazol-1-yl)benzyl)-7,9-dihydro-8H-purin-8-one C(C)(C)C1=C(C=CC=C1)C1=NC=C2NC(N(C2=N1)CC1=CC=C(C=C1)N1N(C=CC1=O)C)=O